FC1=C2C=CN(C2=C(C=C1)C)C1=CC(=CC=C1)N1C(CN(CC1)C(C)C)C 4-fluoro-N-(3-(4-isopropyl-2-methylpiperazin-1-yl)phenyl)-7-methyl-1H-indole